(1S,5S)-6,6-dimethyl-3-aza-bicyclo[3.1.0]Hexane-2-sulfonic acid sodium salt [Na+].CC1([C@H]2CNC([C@H]12)S(=O)(=O)[O-])C